(S)-3-hydroxy-2-(phosphonomethoxy)propyl-adenine OC[C@H](CC1=NC(=C2NC=NC2=N1)N)OCP(=O)(O)O